5-[3-(2-methoxyphenyl)-1H-pyrrolo[2,3-b]pyridin-5-yl]-N,N-dimethylpyridine-3-carboxamide CN(C)C(=O)C1=CN=CC(=C1)C2=CC3=C(NC=C3C4=CC=CC=C4OC)N=C2